N1C=C(C2=CC=CC=C12)C1=NN(C(=C1)C)C1=NC(=NC(=C1)N1CCOCC1)[C@H](CO)OC (R)-2-(4-(3-(1H-indol-3-yl)-5-methyl-1H-pyrazol-1-yl)-6-morpholinopyrimidin-2-yl)-2-methoxyethan-1-ol